(R)-N-(1-(8-((2-fluoro-3-methyl-4-((1-methyl-1H-benzo[d][1,2,3]triazol-5-yl)oxy)phenyl)amino)pyrimido[5,4-d]pyrimidin-2-yl)-3-methylpyrrolidin-3-yl)acrylamide FC1=C(C=CC(=C1C)OC1=CC2=C(N(N=N2)C)C=C1)NC1=NC=NC2=C1N=C(N=C2)N2C[C@](CC2)(C)NC(C=C)=O